FC1=C(C=CC=C1)C(=O)N1C2CN(CC1CC2)CC2=C(N=C1N2C=CC=C1)C1=CC=C(C=C1)C(C)C (2-Fluorophenyl)(3-{[2-(4-isopropylphenyl)imidazo-[1,2-a]pyridin-3-yl]methyl}-3,8-diazabicyclo[3.2.1]oct-8-yl)methanon